C1=CC=CC=2C3=CC=CC=C3C(C12)N([C@H](C(=O)O)CCC(C)C)C(=O)OC (2S)-2-(9H-fluoren-9-yl-methoxycarbonyl-amino)-5-methyl-hexanoic acid